benzyl (R)-5-amino-4-((S)-2-((R)-2-(((2R,4aR,6S,7R,8R,8aS)-7-amino-6-(benzyloxy)-2-phenylhexahydropyrano[3,2-d][1,3]dioxin-8-yl)oxy)propanamido)propanamido)-5-oxopentanoate NC([C@@H](CCC(=O)OCC1=CC=CC=C1)NC([C@H](C)NC([C@@H](C)O[C@@H]1[C@H]([C@H](O[C@H]2[C@H]1O[C@@H](OC2)C2=CC=CC=C2)OCC2=CC=CC=C2)N)=O)=O)=O